N-prop-2-enyloxy-1H-imidazole C(C=C)ON1C=NC=C1